C1(CCCCC1)[C@@H](C)C1N(C(C2=CC=C(C=C12)C(=O)N)=O)C1C(NC(CC1)=O)=O ((R)-1-cyclohexylethyl)-2-(2,6-dioxopiperidin-3-yl)-1-oxoisoindoline-5-carboxamide